FC1=C(C=CC(=C1)F)N1N=C(C(C1(C(=O)NCCCC(CO)(C)C)C)C1=CSC=C1)C1=C(C=C(C=C1)F)F 1,3-bis(2,4-difluorophenyl)-N-(5-hydroxy-4,4-dimethylpentyl)-5-methyl-4-(thiophen-3-yl)-4,5-dihydro-1H-pyrazole-5-carboxamide